tert-Butyl 4-hydroxy-4-((triethylsilyl)ethynyl)piperidine-1-carboxylate OC1(CCN(CC1)C(=O)OC(C)(C)C)C#C[Si](CC)(CC)CC